C(#N)C1=C(C=CC=C1)S(=O)(=O)N1C[C@@H]([C@](C1)(CO)O)OC1=CC(=C(C#N)C=C1)F 4-(((3S,4S)-1-((2-cyanophenyl)sulfonyl)-4-hydroxy-4-(hydroxymethyl)pyrrolidin-3-yl)oxy)-2-fluorobenzonitrile